3-tert-amyl-2-ethylhexanoate C(C)(C)(CC)C(C(C(=O)[O-])CC)CCC